4'-Fluoro-6-(9-methyl-6,7,8,9-tetrahydro-5H-imidazo[1,5-a]azepin-5-yl)biphenyl-3-carbonitrile FC1=CC=C(C=C1)C1=CC(=CC=C1C1CCCC(C=2N1C=NC2)C)C#N